OC1C(C(=C(C(=C1C1[C@H](O)[C@@H](O)[C@H](O)[C@H](O1)CO)O)C1[C@H](O)[C@@H](O)[C@H](O)[C@H](O1)CO)O)\C=C\C(=O)C1=CC=CC=C1 2,4,6-trihydroxy-3,5-diglucosyldihydrochalcone